ethylene glycol disuccinate C(CCC(=O)O)(=O)O.C(CCC(=O)O)(=O)O.C(CO)O